(R)-5-(2-fluoro-6-hydroxypyridin-3-yl)-N-methyl-2-((1-(3-((1-methyl-1H-tetrazol-5-yl)methoxy)benzoyl)piperidin-3-yl)methoxy)benzamide FC1=NC(=CC=C1C=1C=CC(=C(C(=O)NC)C1)OC[C@H]1CN(CCC1)C(C1=CC(=CC=C1)OCC1=NN=NN1C)=O)O